methacrylic acid, Glycidyl ester C(C(=C)C)(=O)OCC1CO1